C1(=CC=C(C=C1)CC=1C(=CSC1)C(=O)O)C1=CC=CC=C1 4-([1,1'-biphenyl]-4-ylmethyl)thiophene-3-carboxylic acid